C1(CC1)NC(=O)C1=CN=C2N1N=C(C=C2N(C)CC2=CC=C(C=C2)OC)N2CCC1=C(C=CC=C21)C2=NC=C(C=C2F)C=O N-cyclopropyl-6-(4-(3-fluoro-5-formylpyridin-2-yl)indolin-1-yl)-8-((4-methoxybenzyl)(methyl)amino)imidazo[1,2-b]pyridazine-3-carboxamide